1,5-dichloro-2-iodo-3-[(4-methoxyphenyl)methoxy]benzene ClC1=C(C(=CC(=C1)Cl)OCC1=CC=C(C=C1)OC)I